ClC=1NC(C2=C(N1)C(=C(N=C2OC[C@H]2NCC[C@@H](C2)C#N)Cl)F)=O (2S,4S)-2-(((2,7-Dichloro-8-fluoro-4-oxo-3,4-dihydropyrido[4,3-d]pyrimidin-5-yl)oxy)methyl)piperidine-4-carbonitrile